1-nonyl-3-methylimidazolium furanate O1C(=CC=C1)C(=O)[O-].C(CCCCCCCC)N1C=[N+](C=C1)C